2-(tert-butyl)-4-chloro-5-((3,5-dichloro-4-(3-fluoropropoxy)benzyl)oxy)pyridazin-3(2H)-one C(C)(C)(C)N1N=CC(=C(C1=O)Cl)OCC1=CC(=C(C(=C1)Cl)OCCCF)Cl